3-(3-methoxyphenyl)pyrazole COC=1C=C(C=CC1)C1=NNC=C1